5-Methyl-2-(1-methylethyl)cyclohexyl (2E)-3-phenyl-2-propenoate C1(=CC=CC=C1)/C=C/C(=O)OC1C(CCC(C1)C)C(C)C